C(C=C)(=O)N[C@H]1[C@@H](CCC1)NC(=O)C=1SC=2N=CC=C3N(C(NC1C23)=O)C2=NC=C(C=C2)OC2=CC=CC=C2 N-((1R,2R)-2-Acrylamidocyclopentyl)-4-oxo-5-(5-phenoxypyridin-2-yl)-4,5-dihydro-3H-1-thia-3,5,8-triazaacenaphthylene-2-carboxamide